C1(CCC1)CN1N=CC(=N1)C(=O)OCC ethyl 2-(cyclobutylmethyl)-2H-1,2,3-triazole-4-carboxylate